5-methyl-1-tetrahydropyran-2-yl-4-(4,4,5,5-tetramethyl-1,3,2-dioxaborolan-2-yl)pyrazole CC1=C(C=NN1C1OCCCC1)B1OC(C(O1)(C)C)(C)C